CC1=CC=C(C=C1)C1=CC(=CC=C1)C(=O)[O-] 4'-methyl-[1,1'-biphenyl]-3-carboxylate